C(CCCC)(=O)N Valeramide